NC1=NC=NN2C1=CC=C2[C@@H]2O[C@@H]([C@H]([C@H]2O)O)CO (2S,3R,4S,5R)-2-(4-aminopyrrolo[2,1-f][1,2,4]triazin-7-yl)-5-(hydroxymethyl)tetrahydrofuran-3,4-diol